8-methoxy-N-(2-methoxyethyl)-7-(3-(pyrrolidin-1-yl)propoxy)-2,3-dihydro-1H-cyclopenta[c]quinolin-4-amine COC1=CC=2C3=C(C(=NC2C=C1OCCCN1CCCC1)NCCOC)CCC3